C1(CCCC1)C#CC1=CC=C(C=C1)C=1SC=CN1 2-(4-(cyclopentylethynyl)phenyl)-thiazole